1-(8-(3-(benzyloxy)-4-methylphenyl)-7-(4-cyano-3-fluorophenyl)imidazo[1,2-c]pyrimidin-5-yl)piperidin C(C1=CC=CC=C1)OC=1C=C(C=CC1C)C=1C=2N(C(=NC1C1=CC(=C(C=C1)C#N)F)N1CCCCC1)C=CN2